OC[C@@H](C)NC1=NC(=CC(=C1)C=1C=C(C=CC1C)NC(=O)N1C[C@@H](CC1)CC(F)(F)F)N1C(COCC1)=O (3S)-N-[3-(2-[[(2R)-1-hydroxypropan-2-yl]amino]-6-(3-oxomorpholin-4-yl)pyridin-4-yl)-4-methylphenyl]-3-(2,2,2-trifluoroethyl)pyrrolidine-1-carboxamide